ClC1=NC=2N(CC(N(C2C=N1)C)=O)C12CCC(CC1)(C2)O 2-chloro-8-(4-hydroxybicyclo[2.2.1]heptan-1-yl)-5-methyl-7,8-dihydropteridin-6(5H)-one